N-[3-(2-aminoquinazolin-6-yl)-2,4-difluorophenyl]-5-chloro-2-methylbenzene-1-sulfonamide NC1=NC2=CC=C(C=C2C=N1)C=1C(=C(C=CC1F)NS(=O)(=O)C1=C(C=CC(=C1)Cl)C)F